COC(CN(C(=O)[C@@H]1CN(CC1)CCCC1=CC=C2CCCN(C2=N1)C(=O)OC(C)(C)C)C1=C(C=CC=C1)OC)=O tert-butyl (S)-7-(3-(3-((2-methoxy-2-oxoethyl) (2-methoxyphenyl) carbamoyl) pyrrolidin-1-yl) propyl)-3,4-dihydro-1,8-naphthyridine-1(2H)-carboxylate